CC1=CC(=C(C#N)C#N)C=C(O1)C=CC2=CC=C(C=C2)N(C)C 4-dicyanomethylene-2-methyl-6-p-dimethylaminostyryl-4h-pyran